1-(3-(4-(trifluoromethoxy)phenyl)-1,2,4-oxadiazol-5-yl)piperidine-4-carboxylic acid FC(OC1=CC=C(C=C1)C1=NOC(=N1)N1CCC(CC1)C(=O)O)(F)F